C=1(C(P(O)(=O)O)(P(O)(=O)O)P(O)(=O)O)C(CP(O)(=O)O)=CC(C)=C(C)C1 Durenetetraphosphonic acid